ClC=1C=C(C=2N=CN=C(C2N1)N[C@H]1CC(CN(C1)C(=O)[O-])(F)F)C(=O)OC (5S)-5-{[6-chloro-8-(methoxycarbonyl) pyrido[3,2-d]pyrimidin-4-yl] amino}-3,3-difluoropiperidine-1-carboxylate